ClC=1C=CC(=NC1)NC([C@H](C1=CC=C(C=C1)C=1N=NN(N1)C)[C@@H]1CC(CC1)(F)F)=O (S)-N-(5-Chloropyridin-2-yl)-2-((S)-3,3-difluorocyclopentyl)-2-(4-(2-methyl-2H-tetrazol-5-yl)phenyl)acetamide